NC1=NC=NC=2N(C3=CC=CC(=C3C21)C)CC(=O)O 2-(4-amino-5-methyl-9H-pyrimido[4,5-b]indol-9-yl)acetic acid